C(C)C(C(=O)[O-])CCCC.C(C)C(C(=O)[O-])CCCC.C(C)C(C(=O)[O-])CCCC.C(CCC)[Sn+3] butyltin tris(2-ethylhexanoate)